3-(benzyl(4-(3,4-dichlorophenyl)-5-((dimethylamino)methyl)thiazol-2-yl)amino)propanoic acid C(C1=CC=CC=C1)N(CCC(=O)O)C=1SC(=C(N1)C1=CC(=C(C=C1)Cl)Cl)CN(C)C